(3R,4R)-3-[(1R)-1-[4-[[4-(3-hydroxyazetidin-1-yl)-6-methyl-2-pyridinyl]oxymethyl]phenyl]ethyl]-3,4-dimethyl-pyrrolidin-2-one OC1CN(C1)C1=CC(=NC(=C1)C)OCC1=CC=C(C=C1)[C@@H](C)[C@]1(C(NC[C@@H]1C)=O)C